OC=1C=C(C(=O)O)C=C(C1)O 3,5-dihydroxybenzoic acid